6-(3-(1H-pyrrol-3-yl)-1,2,4-oxadiazol-5-yl)-2,2-diethylchroman-4-one N1C=C(C=C1)C1=NOC(=N1)C=1C=C2C(CC(OC2=CC1)(CC)CC)=O